ethylenediaminetetraacetic acid manganese sodium salt [Na+].[Mn+2].C(CN(CC(=O)[O-])CC(=O)[O-])N(CC(=O)O)CC(=O)[O-]